2,2'-azobis(4-ethoxy-2,4-dimethyl-valeronitrile) N(=NC(C#N)(CC(C)(OCC)C)C)C(C#N)(CC(C)(C)OCC)C